BrC1=NC=CC=C1 2-bromopyridin